ClC=1C=CC2=C(N=C(O2)C23CC(C2)(C3)NC(=O)C=3OC(=CC3)SC)C1 N-[3-(5-chloro-1,3-benzoxazol-2-yl)-1-bicyclo[1.1.1]pentanyl]-5-methylsulfanyl-furan-2-carboxamide